[N+](=O)([O-])N1CCCN(C1)[N+](=O)[O-] 3,5-dinitro-3,5-diazacyclohexane